methyl 3-((6-nitro-1H-indol-3-yl) methyl)-1H-indole-6-carboxylate [N+](=O)([O-])C1=CC=C2C(=CNC2=C1)CC1=CNC2=CC(=CC=C12)C(=O)OC